CC(C)(CCN1C=NC2=C1C=C(C=C2)OC2=NC=C(C=C2)C(F)(F)F)O 2-methyl-4-(6-{[5-(trifluoromethyl)pyridin-2-yl]Oxy}-1H-benzimidazole-1-Yl)butan-2-ol